C[C@@H]([C@@H](CC)O)O (2S,3R)-2,3-pentanediol